1-[(2R,5R)-2-(Hydroxymethyl)-5-(7H-pyrrolo[2,3-d]pyrimidin-4-ylamino)piperidin-1-yl]prop-2-en-1-one OC[C@@H]1N(C[C@@H](CC1)NC=1C2=C(N=CN1)NC=C2)C(C=C)=O